2,4''-Dimethoxy-5,3''-dipropyl-biphenyl CCCC1=CC(=C(C=C1)OC)C2=CC(=C(C=C2)OC)CCC